N-(3-bromo-5-chloro-2-fluorophenyl)-N-(propylsulfonyl)propane-1-sulfonamide BrC=1C(=C(C=C(C1)Cl)N(S(=O)(=O)CCC)S(=O)(=O)CCC)F